tert-Butyl (S)-3-(4-(3-methylimidazo[2,1-f][1,6]naphthyridin-9-yl)-1H-pyrazol-1-yl)pyrrolidine-1-carboxylate CC1=CN=C2C=3C=C(C=NC3C=CN21)C=2C=NN(C2)[C@@H]2CN(CC2)C(=O)OC(C)(C)C